chloromethionin ClN[C@@H](CCSC)C(=O)O